tert-butyl-N-[5-[[2-[(2S,5R)-2,5-dimethyl-1-piperidyl]-2-oxo-acetyl]amino]-3-methyl-2-pyridyl]carbamate C(C)(C)(C)OC(NC1=NC=C(C=C1C)NC(C(=O)N1[C@H](CC[C@H](C1)C)C)=O)=O